azetidin-1-yl-(4-(chloromethyl)phenyl)methanone N1(CCC1)C(=O)C1=CC=C(C=C1)CCl